C(C)(C)(C)C=1C=C(N(N1)C=1C=NC(=CC1)C)NC(=O)NC1=C(C=C(C=C1)OC1=CC=NC=2NC(CCC12)=O)SC 1-[5-tert-butyl-2-(6-methyl-3-pyridyl)pyrazol-3-yl]-3-[2-methylsulfanyl-4-[(7-oxo-6,8-dihydro-5H-1,8-naphthyridin-4-yl)oxy]phenyl]urea